CC=1C=C(CO[C@@H]2[C@@H](CCC2)C2=C(C(=O)N)C=CC=N2)C=CC1 ((1S,2S)-2-((3-methylbenzyl)oxy)cyclopentyl)nicotinamide